1-(2-Chloro-5-(3-(piperidin-4-yloxy)prop-1-yn-1-yl)phenyl)dihydropyrimidine ClC1=C(C=C(C=C1)C#CCOC1CCNCC1)N1CNCC=C1